C1(CCCCC1)C(O)C1=CC=C(C=C1)OC(C)C cyclohexyl-(4-isopropoxyphenyl)methanol